4-chloro-6-methoxyquinolin-7-ol ClC1=CC=NC2=CC(=C(C=C12)OC)O